Cl.NC=1NC=C(N1)CC1=CC=C(C=C1)CCC=1N=C(SC1)NC(C)=O N-[4-(2-{4-[(2-amino-1H-imidazol-4-yl)methyl]phenyl}ethyl)thiazol-2-yl]acetamide hydrochloride